C1(=CC=CC=C1)SCC1N(CCC1)S(=O)(=O)C=1C=NC=CC1 3-((2-((phenylthio)methyl)pyrrolidine-1-yl)sulfonyl)pyridine